C(CC(C)C)(=O)OCCC=CCC 3-Hexenyl Isovalerate